N1(CCNCC1)C1=CC=C(C=C1)C1C(CNC1)N 4-(4-(piperazin-1-yl)phenyl)pyrrolidin-3-amine